NCCOCCOCCOCCOCCOCCNC1=CC(=C(C(=O)NC=2SC(=CN2)C2CC2)C=C1)C 4-((17-amino-3,6,9,12,15-pentaoxaheptadecyl)amino)-N-(5-cyclopropylthiazol-2-yl)-2-methylbenzamide